6-chloro-3,3-dimethyl-3,4-dihydro-1H-[1,4]oxazin ClC1=CNC(CO1)(C)C